(R)-2,3-difluoro-N-(2-hydroxy-1-naphthalen-2-yl-ethyl)-benzamide FC1=C(C(=O)N[C@@H](CO)C2=CC3=CC=CC=C3C=C2)C=CC=C1F